ClC=1C=C(CNC(C(C)(C)C2=NC=C(N=C2)C(F)F)=O)C=C(C1C1C(NC(CC1)=O)=O)Cl N-(3,5-dichloro-4-(2,6-dioxopiperidin-3-yl)benzyl)-2-(5-(difluoromethyl)pyrazin-2-yl)-2-methylpropanamide